aluminum-zinc-tin oxide [Sn]=O.[Zn].[Al]